C(C)C1=C(C(=NN1C=1N(N=C(C1)C)C)OCC(CO)F)[N+](=O)[O-] 3-((5-ethyl-2',5'-dimethyl-4-nitro-2'H-[1,3'-bipyrazol]-3-yl)oxy)-2-fluoro-propan-1-ol